(1R,3S)-1-(5-bromo-2,4-difluorobenzyl)-3-(cyclopropanesulfonamido)cyclopentane-1-carboxamide BrC=1C(=CC(=C(C[C@]2(C[C@H](CC2)NS(=O)(=O)C2CC2)C(=O)N)C1)F)F